BrC=1C=CC=2N(C3=CC=CC=C3C2C1)C1=CC=C(C=C1)I 3-bromo-9-(4-iodophenyl)-9H-carbazole